ClC1=C(C=C(CNCCCCOCCOC2=NC3=C(C4=CN=CC=C24)C=CC(=C3)C(=O)O)C=C1)OC(F)(F)F 5-(2-(4-((4-chloro-3-(trifluoromethoxy)benzyl)amino)butoxy)ethoxy)benzo[c][2,6]naphthyridine-8-carboxylic acid